tolyl-cumyl-iodonium tetrakis(pentafluorophenyl)borate ethyl-2-[(6-chloro-5-methyl-pyridazin-3-yl)-methyl-amino]-5-(3-iodopropyl)thiazole-4-carboxylate C(C)OC(=O)C=1N=C(SC1CCCI)N(C)C=1N=NC(=C(C1)C)Cl.FC1=C(C(=C(C(=C1[B-](C1=C(C(=C(C(=C1F)F)F)F)F)(C1=C(C(=C(C(=C1F)F)F)F)F)C1=C(C(=C(C(=C1F)F)F)F)F)F)F)F)F.C1(=C(C=CC=C1)[I+]C(C)(C)C1=CC=CC=C1)C